BrC=1C(=C(C(=O)C2CN(C2)C(=O)OC(C)(C)C)C=CC1)F tert-butyl 3-(3-bromo-2-fluorobenzoyl)azetidine-1-carboxylate